(E)-2-(4-nitrophenyl)-4-phenyl-2-((trimethylsilyl)oxy)but-3-enenitrile [N+](=O)([O-])C1=CC=C(C=C1)C(C#N)(\C=C\C1=CC=CC=C1)O[Si](C)(C)C